C(CCCCCCC)OC=C(C)C=1C=C2CCCCC2=CC1 6-(1-(octyloxy)prop-1-en-2-yl)-1,2,3,4-tetrahydronaphthalene